tert-butyl 7-[7-({4-[(dimethylsulfamoyl)methyl]phenyl}amino)-1,2,3,4-tetrahydro-2,6-naphthyridin-2-yl]-8-methyl-1H,2H,3H-pyrido[2,3-b][1,4]oxazine-1-carboxylate CN(S(=O)(=O)CC1=CC=C(C=C1)NC1=NC=C2CCN(CC2=C1)C1=C(C2=C(OCCN2C(=O)OC(C)(C)C)N=C1)C)C